BrC1=CC=C2C(=NC(=NC2=C1F)Cl)N1C[C@H]2CC[C@@H](C1)N2C(=O)OC(C)(C)C tert-Butyl (1R,5S)-3-(7-bromo-2-chloro-8-fluoroquinazolin-4-yl)-3,8-diazabicyclo[3.2.1]octane-8-carboxylate